7-amino-1-[(3S)-azepan-3-yl]-3-(2-fluoro-6-methyl-phenyl)-4H-pyrimido[4,5-d]pyrimidin-2-one NC1=NC=C2C(=N1)N(C(N(C2)C2=C(C=CC=C2C)F)=O)[C@@H]2CNCCCC2